NC1=C(C=C(C(=C1)Cl)SCC)O 2-Amino-4-chloro-5-(ethylsulfanyl)phenol